α-[2-(2,2-dichloro-cyclopropyl)ethyl]-1H-1,2,4-triazole-1-ethanol ClC1(C(C1)CCC(CN1N=CN=C1)O)Cl